5-((((3S,11aR)-9-oxo-3,4-dihydro-1H,9H,11H-3,11a-methanopyrimido[6',1':2,3]imidazo[5,1-c][1,4]oxazin-7-yl)oxy)methyl)-2-(3-(trifluoromethyl)phenoxy)benzonitrile O=C1N=C(C=C2N1C[C@]13CO[C@H](CN12)C3)OCC=3C=CC(=C(C#N)C3)OC3=CC(=CC=C3)C(F)(F)F